chloro-2-(1-methyl-1H-imidazol-2-yl)-5,6-bis(pyridin-3-yl)pyrrolo[2,1-F][1,2,4]triazine ClC1=NC(=NN2C1=C(C(=C2)C=2C=NC=CC2)C=2C=NC=CC2)C=2N(C=CN2)C